C(C)(C)(C)OC(=O)C=1N=NN(C1)C1=C(C=C(C=C1)Cl)Br 1-(2-Bromo-4-chlorophenyl)-1H-1,2,3-triazole-4-carboxylic acid tert-butyl ester